NC1=NC=NC=2N(C3=CC=C(C=C3C21)CNC(OC(C)(C)C)=O)CC(=O)N2[C@@H]1C[C@@H]1C[C@H]2C(NC2=NC(=CC=C2)Br)=O tert-butyl ((4-amino-9-(2-((1R,3S,5R)-3-((6-bromopyridin-2-yl)carbamoyl)-2-azabicyclo[3.1.0]hexan-2-yl)-2-oxoethyl)-9H-pyrimido[4,5-b]indol-6-yl)methyl)carbamate